[2,4-dihydroxy-6-(pyrimidin-2-ylmethoxy)phenyl]-pyrrolidin-1-yl-methanone OC1=C(C(=CC(=C1)O)OCC1=NC=CC=N1)C(=O)N1CCCC1